3-methylindoline-3-carboxylic acid CC1(CNC2=CC=CC=C12)C(=O)O